FC1=C(C(=C(C=C1)N=C=S)OC)F 1,2-difluoro-4-isothiocyanato-3-methoxybenzene